8-(6-{[(1-Methyl-5-oxo-3-pyrrolidinyl)methyl](3,4-difluorophenyl)carbonylamino}-3-pyridyl)-1-(2-methoxyethyl)-3-propylxanthine CN1CC(CC1=O)CN(C1=CC=C(C=N1)C1=NC=2N(C(N(C(C2N1)=O)CCOC)=O)CCC)C(=O)C1=CC(=C(C=C1)F)F